tert-butyl 6-cyano-1,4-oxazepan-4-carboxylate C(#N)C1CN(CCOC1)C(=O)OC(C)(C)C